C1(CCCC1)OCC1=C(C=CC(=C1)NC(=O)[C@@H]1[C@@H](CCCC1)C(=O)O)C1=C(C(=CC=C1)OCC)C(F)F (1R,2S)-2-({2-[(cyclopentyloxy)methyl]-2'-(difluoromethyl)-3'-ethoxy-[1,1'-biphenyl]-4-yl}carbamoyl)cyclohexane-1-carboxylic acid